(RS)-1-(7,8-dihydrobenzofuro[4,5-d]thiazol-2-yl)-5-[(trimethylsilyl)ethynyl]imidazolidin-2-one N1=C(SC2=C1C=1CCOC1C=C2)N2C(NC[C@H]2C#C[Si](C)(C)C)=O |r|